FC(OC=1C=C2CCC=CC2=CC1)(F)F 6-(trifluoromethoxy)-3,4-dihydronaphthalene